BrC=1C=CC=C2C=CN=C(C12)C#C[Si](C(C)C)(C(C)C)C(C)C 8-bromo-1-((triisopropylsilyl)ethynyl)isoquinoline